FC1=C(C(=CC(=C1)OC)F)[C@H]1[C@@H](C(NC1)=O)NC(=O)NC1=CC(=C(C=C1)F)O |o1:10,11| (-)-1-[(3S*,4R*)-4-(2,6-difluoro-4-methoxyphenyl)-2-oxopyrrolidin-3-yl]-3-(4-fluoro-3-hydroxy-phenyl)urea